NC1=CC=C(CN2N=CC(=C2)NC2=NC=C(C(=N2)C=2C=NN3C2C=CC=C3)Cl)C=C1 N-(1-(4-aminobenzyl)-1H-pyrazol-4-yl)-5-chloro-4-(pyrazolo[1,5-a]pyridin-3-yl)pyrimidin-2-amine